Cl.COC(=O)C1C2CNCC12 3-azabicyclo[3.1.0]hexane-6-carboxylic acid methyl ester hydrochloride